Cl.Cl.CN1C(N(C2=C1C=C(C=C2)CCCOCCCCN2CCNCC2)C2C(NC(CC2)=O)=O)=O 3-(3-Methyl-2-oxo-5-[3-[4-(piperazin-1-yl)butoxy]propyl]-1,3-benzodiazol-1-yl)piperidine-2,6-dione dihydrochloride